COC(=O)C1=C(C=NC=C1)NC[C@@H]1CCOC2=C1C=CC(=C2)C2=C(C(=CC=C2)F)C 3-({[(4R)-7-(3-fluoro-2-methylphenyl)-3,4-dihydro-2H-1-benzopyran-4-yl]methyl}amino)pyridine-4-carboxylic acid methyl ester